COC1=NC=CC(=C1)C(=S)N1CCCCC1 (2-methoxypyridin-4-yl)(piperidin-1-yl)methanethione